N-methyl-4-(4,4,5,5-tetramethyl-1,3,2-dioxaborolan-2-yl)benzamide Aluminium magnesium calcium [Ca].[Mg].[Al].CNC(C1=CC=C(C=C1)B1OC(C(O1)(C)C)(C)C)=O